dimethylvinylsilyl-benzyl cyanide CC(=C[SiH2]C(C1=CC=CC=C1)C#N)C